FC(C(=O)O)(F)F.CC1=C(C=C(C=C1)NC(=O)[C@@H]1NCCCC1)C(N[C@H](C)C1=CC=CC2=CC=CC=C12)=O (R)-N-(4-methyl-3-(((R)-1-(naphthalen-1-yl)ethyl)carbamoyl)phenyl)piperidine-2-carboxamide 2,2,2-trifluoroacetate